dioxadithiepane O1OSSCCC1